4-((1-(2-chlorophenyl)-2-hydroxyethyl)amino)-2-fluoro-N-((R,E)-4-(methylsulfonyl)but-3-en-2-yl)benzamide ClC1=C(C=CC=C1)C(CO)NC1=CC(=C(C(=O)N[C@H](C)\C=C\S(=O)(=O)C)C=C1)F